C1=CC(=CC=C1C(CO)C2=CC=C(C=C2)Cl)Cl The molecule is a organochlorine compound that is 4,4'-dichlorodiphenylmethane in which one of the methylene hydrogens is replaced by a hydroxymethyl group. It has a role as a xenobiotic metabolite. It is a primary alcohol and a member of monochlorobenzenes. It derives from a 4,4'-dichlorodiphenylmethane.